C1(CCCC1)NC=1C2=C(N=C(N1)NC1=C(C=C(C=C1)N1C(CCC1)=O)OC)NC=C2C#N 4-(cyclopentylamino)-2-((2-methoxy-4-(2-oxopyrrolidin-1-yl)phenyl)amino)-7H-pyrrolo[2,3-d]pyrimidine-5-carbonitrile